1-dodecyl-5-oxo-2-undecylpyrrolidine-3-Carboxylic acid C(CCCCCCCCCCC)N1C(C(CC1=O)C(=O)O)CCCCCCCCCCC